4-((1-(3-(1,1-difluoro-2-hydroxy-2-methylpropyl)phenyl)ethyl)amino)-2-methylpyridin FC(C(C)(C)O)(F)C=1C=C(C=CC1)C(C)NC1=CC(=NC=C1)C